N[C@@H](CC(=O)OCC)C=1C=C(C(=CC1)OC)C1=C(C=C(C=C1)F)F ethyl (S)-3-amino-3-(2',4'-difluoro-6-methoxybiphenyl-3-yl)propanoate